(S)-2-methylpiperazine-1-carboxylic acid benzyl ester hydrochloride Cl.C(C1=CC=CC=C1)OC(=O)N1[C@H](CNCC1)C